(3aS,7aS)-3a-(3,4-diethoxyphenyl)-1-methyl-2,3,4,5,7,7a-hexahydroindol-6-one C(C)OC=1C=C(C=CC1OCC)[C@@]12CCN([C@H]2CC(CC1)=O)C